Methyl 3-(3-(3-(4-chlorophenyl)thioureido)azetidin-1-yl)-2-(1H-pyrrol-1-yl)benzoate ClC1=CC=C(C=C1)NC(NC1CN(C1)C=1C(=C(C(=O)OC)C=CC1)N1C=CC=C1)=S